1-([1,1':4',1''-terphenyl]-2'-yl)-3,9-dibromo-7-phenylperylene C1(=CC=CC=C1)C1=C(C=C(C=C1)C1=CC=CC=C1)C1=CC(=C2C=CC=C3C4=C(C=C(C5=CC=CC(C1=C23)=C45)Br)C4=CC=CC=C4)Br